C(#N)C=1C=C(C=NC1NCCO)C=1C(=CC(=C(C(=O)NC2CC2)C1)F)C 5-(5-cyano-6-((2-hydroxyethyl)amino)pyridin-3-yl)-N-cyclopropyl-2-fluoro-4-methylbenzamide